BrC1=CC(=CC(=N1)N)C(F)(F)F 6-Bromo-4-(trifluoromethyl)pyridin-2-amine